(R)-1-oxo-3-(2-(tosyloxy)ethyl)-2,8-diazaspiro[4.5]decane-8-carboxylic acid tert-butyl ester C(C)(C)(C)OC(=O)N1CCC2(C[C@@H](NC2=O)CCOS(=O)(=O)C2=CC=C(C)C=C2)CC1